C(C)N[C@H](C)C=1N=NC(=CC1)C(F)(F)F (R)-N-ethyl-1-(6-(trifluoromethyl)pyridazin-3-yl)ethan-1-amine